tert-butyl chloromethyl adipate C(CCCCC(=O)OCCl)(=O)OC(C)(C)C